2,3,4,5,6-pentafluorophenyl 5-[(diethoxyphosphoryl)carbonyl]-1-benzothiophene-2-carboxylate C(C)OP(=O)(OCC)C(=O)C=1C=CC2=C(C=C(S2)C(=O)OC2=C(C(=C(C(=C2F)F)F)F)F)C1